C(C)[C@H]1N(C[C@@H](N(C1)N1N=C2C(N(C(C=C2)=O)C)=C1)C)C(C1=NC=C(C=C1)C(F)(F)F)C1=CC=C(C=C1)F ((2S,5R)-5-ethyl-4-((4-fluorophenyl)(5-(trifluoromethyl)pyridin-2-yl)methyl)-2-methylpiperazin-1-yl)-4-methyl-2,4-dihydro-5H-pyrazolo[4,3-b]pyridin-5-one